Ethyl (1S,2S)-2-ethylcyclopropanecarboxylate C(C)[C@@H]1[C@H](C1)C(=O)OCC